N-(4-(5-(trifluoromethyl)-1,2,4-oxadiazol-3-yl)benzyl)-N-(3-(trifluoromethyl)phenyl)pyrimidine-5-carboxamide FC(C1=NC(=NO1)C1=CC=C(CN(C(=O)C=2C=NC=NC2)C2=CC(=CC=C2)C(F)(F)F)C=C1)(F)F